(E)-4-(9-ethyl-8-(pyridin-4-yl)-2-(1-(2-m-tolylhydrazono)ethyl)-9H-purin-6-yl)morpholine di(n-butyl)(2-ethylhexyl)acetylcitrate C(CCC)C(C(C(C(=O)O)(C(C)=O)CC(CCCC)CC)(O)C(=O)O)(C(=O)O)CCCC.C(C)N1C2=NC(=NC(=C2N=C1C1=CC=NC=C1)N1CCOCC1)/C(/C)=N/NC=1C=C(C=CC1)C